2-[1-[4-(2,6-dioxo-3-piperidyl)-2-fluoro-phenyl]-4-hydroxy-4-piperidyl]acetic acid tert-butyl ester C(C)(C)(C)OC(CC1(CCN(CC1)C1=C(C=C(C=C1)C1C(NC(CC1)=O)=O)F)O)=O